6-isopropyl-5-(8-methoxy-[1,2,4]triazolo[1,5-a]pyridin-6-yl)-1-(1-(2-(methylsulfonyl)ethyl)piperidin-4-yl)-1,3-dihydro-2H-benzo[d]imidazol-2-one C(C)(C)C=1C(=CC2=C(N(C(N2)=O)C2CCN(CC2)CCS(=O)(=O)C)C1)C=1C=C(C=2N(C1)N=CN2)OC